3-[(3-METHYLCYCLOHEXYL)OXY]PROPANAL CC1CC(CCC1)OCCC=O